tert-butyl 4-(6-{8-fluoro-2-methylimidazo[1,2-a]pyridin-6-yl}-4-methyl-1-oxoisoquinolin-2-yl)piperidine-1-carboxylate FC=1C=2N(C=C(C1)C=1C=C3C(=CN(C(C3=CC1)=O)C1CCN(CC1)C(=O)OC(C)(C)C)C)C=C(N2)C